CN(C/C=C/C(=O)N(C1=CC=C2CCNCC2=C1)C)C (E)-4-(dimethylamino)-N-methyl-N-(1,2,3,4-tetrahydroisoquinolin-7-yl)but-2-enamide